2-chloro-4-((6-fluorobenzofuran-7-yl)oxy)benzoic acid ClC1=C(C(=O)O)C=CC(=C1)OC1=C(C=CC=2C=COC21)F